8-[1-(2,2-difluoroethyl)-3-methyl-1H-pyrazolo[3,4-b]pyrazin-6-yl]-2-[4-(difluoromethyl)pyridin-2-yl]-2,8-diazaspiro[4.5]decan-1-one FC(CN1N=C(C=2C1=NC(=CN2)N2CCC1(CCN(C1=O)C1=NC=CC(=C1)C(F)F)CC2)C)F